5-fluoronicotinic acid isopropyl ester C(C)(C)OC(C1=CN=CC(=C1)F)=O